1-[4-(cyanomethyl)-1-[(4-cyanophenyl)methyl]-4-piperidyl]-3-(cyclopropanecarbonylamino)pyrazole-4-carboxamide C(#N)CC1(CCN(CC1)CC1=CC=C(C=C1)C#N)N1N=C(C(=C1)C(=O)N)NC(=O)C1CC1